NC=1C(=C(C=CC1)C=1C(=C(C=CC1)NC(=O)C1=NN2C([C@H](CCC2)NCC(=O)OC)=C1)Cl)Cl methyl 2-[[(4S)-2-[[3-(3-amino-2-chloro-phenyl)-2-chloro-phenyl]carbamoyl]-4,5,6,7-tetrahydropyrazolo[1,5-a]pyridin-4-yl]amino]acetate